3-(5-(((1R,2R)-2-(diethylamino)cyclopentyl)oxy)-4-fluoro-1-oxoisoindolin-2-yl)piperidine-2,6-dione C(C)N([C@H]1[C@@H](CCC1)OC=1C(=C2CN(C(C2=CC1)=O)C1C(NC(CC1)=O)=O)F)CC